5-(difluoromethoxy)-2-(4-{[(3r,5r)-1-ethyl-5-fluoropiperidin-3-yl]amino}pyrrolo[1,2-d][1,2,4]triazin-1-yl)-3-fluorophenol FC(OC=1C=C(C(=C(C1)O)C=1C=2N(C(=NN1)N[C@H]1CN(C[C@@H](C1)F)CC)C=CC2)F)F